CC1(CCCCC1)N1C(C(N(CC1)CC=1SC(=NN1)C1=CC=CC=C1)=O)=O 1-(1-methylcyclohexyl)-4-((5-phenyl-1,3,4-thiadiazol-2-yl)methyl)piperazine-2,3-dione